C1=CC=C2C(=C1)C(=O)NC2=O O-Phthalimide